3,3-Difluoro-N-(3-(imidazo[4,5-d]pyrrolo[2,3-b]pyridin-1(6H)-yl)bicyclo[1.1.1]pentan-1-yl)cyclobutanecarboxamide Ethyllevulinat C(C)OC(CCC(=O)C)=O.FC1(CC(C1)C(=O)NC12CC(C1)(C2)N2C=NC=1C2=C2C(=NC1)NC=C2)F